BrC1=CC=C(C=N1)CN1CCC2(CC1)OCCC1=C2C=C(S1)CC 1'-[(6-bromo-3-pyridinyl)methyl]-2-ethyl-spiro[6,7-dihydrothieno[3,2-c]pyran-4,4'-piperidine]